CCCCCN1CCOCC1 methyl-4-morpholinobutan